tert-butyl N-[1-(5-amino-1-phenylpyrazol-3-yl)cyclopropyl]carbamate NC1=CC(=NN1C1=CC=CC=C1)C1(CC1)NC(OC(C)(C)C)=O